ClC=1C=C2C(=NC1OC)C(=C(N2C)C2=NNC(=N2)[C@@H](C(F)(F)F)OCCO)N2C=NC=C2 (S)-2-(1-(3-(6-chloro-3-(1H-imidazol-1-yl)-5-methoxy-1-methyl-1H-pyrrolo[3,2-b]pyridin-2-yl)-1H-1,2,4-triazol-5-yl)-2,2,2-trifluoroethoxy)ethan-1-ol